ClC1=NC=C(C(=C1)C1=CC=2N(C=C1)N=C(C2)NC2=NC(=NC(=C2)C)C)OC[C@@H]2CNCCO2 5-[2-chloro-5-[[(2S)-morpholin-2-yl]methoxy]-4-pyridyl]-N-(2,6-dimethylpyrimidin-4-yl)pyrazolo[1,5-a]pyridin-2-amine